[N+](#[C-])CCOC(C(=C)C)=O methacrylic acid-2-isocyanoethyl ester